(1S,2S)-2-(5-chloro-1H-benzo[d]imidazol-2-yl)cyclopropane-1-carboxylic acid (1R,2S,5R)-2-isopropyl-5-methylcyclohexyl ester C(C)(C)[C@H]1[C@@H](C[C@@H](CC1)C)OC(=O)[C@@H]1[C@H](C1)C1=NC2=C(N1)C=CC(=C2)Cl